C(C)O[Si](OCC)(OCC)CCCNC1=NC=NC=N1 6-triethoxysilylpropylamino-1,3,5-triazine